Ethyl 6-cyano-6-cyclobutyl-2-acetamido-4,5,6,7-tetrahydro-1-benzothiophene-3-carboxylate C(#N)C1(CC2=C(C(=C(S2)NC(C)=O)C(=O)OCC)CC1)C1CCC1